BrC=1C=C(C2=C(NN=N2)C1)F 6-bromo-4-fluoro-1H-benzo[d][1,2,3]Triazole